C(C1=CC=CC=C1)OC(C(N)(CCCCNC(=O)N1N=CC(=N1)C(C)(C)C)C(=O)OCC1=CC=CC=C1)=O 2-((benzyloxy)carbonyl)-N6-(4-(tert-butyl)-2H-1,2,3-triazole-2-carbonyl)-L-lysine benzyl ester